C(C=C)[C@](N)(C)C(=O)O α-allyl-L-alanine